FC=1C=C(C=CC1F)C(CCNC(=O)C1CN(CCC1)C1=CC=C2C(=NNC2=C1)C(=O)NC)O 6-(3-{[3-(3,4-difluorophenyl)-3-hydroxypropyl]carbamoyl}piperidin-1-yl)-N-methyl-1H-indazole-3-carboxamide